6-((1R,2R)-2-(5-cyclopropylpyrimidin-2-yl)cyclobutyl)-4-oxo-1-((S)-1-(6-(trifluoromethyl)pyridin-3-yl)ethyl)-4,5-dihydro-1H-pyrazolo[3,4-d]pyrimidine-3-carbonitrile C1(CC1)C=1C=NC(=NC1)[C@H]1[C@@H](CC1)C=1NC(C2=C(N1)N(N=C2C#N)[C@@H](C)C=2C=NC(=CC2)C(F)(F)F)=O